OC[C@@H]1N(CC[C@H]1OC)C(=O)OCC1=CC=CC=C1 benzyl (2S,3R)-2-(hydroxymethyl)-3-methoxypyrrolidine-1-carboxylate